(4S)-4,11-diethyl-3,14-dioxo-3,4,12,14-tetrahydro-1H-pyrano[3',4':6,7]indolizino[1,2-b]quinolin-4-yl-L-valine trifluoroacetate FC(C(=O)O)(F)F.C(C)[C@]1(C(OCC=2C(N3CC=4C(=NC=5C=CC=CC5C4CC)C3=CC21)=O)=O)N[C@@H](C(C)C)C(=O)O